(E)-3-[4-(Benzoyloxy)phenyl]-1-[2-hydroxy-4-(6-deoxy-beta-L-glucopyranosyloxy)phenyl]-2-propen-1-one C(C1=CC=CC=C1)(=O)OC1=CC=C(C=C1)/C=C/C(=O)C1=C(C=C(C=C1)O[C@@H]1[C@@H](O)[C@H](O)[C@@H](O)[C@@H](O1)C)O